2-Methyl-4-methoxy-phenol CC1=C(C=CC(=C1)OC)O